1-((S)-3-(3-((2-((3S,4R)-3-fluoro-4-methoxypiperidin-1-yl)pyrimidin-4-yl)amino)-8-(3-((methylsulfonyl)methyl)azetidin-1-yl)isoquinolin-5-yl)pyrrolidin-1-yl)but-2-yn-1-one F[C@H]1CN(CC[C@H]1OC)C1=NC=CC(=N1)NC=1N=CC2=C(C=CC(=C2C1)[C@H]1CN(CC1)C(C#CC)=O)N1CC(C1)CS(=O)(=O)C